tert-butyl (4S)-4-carbamoyl-4-(4-{2-[(1R)-6-(3-methoxy-4-nitrobenzoyl)-6-azaspiro[2.5]octan-1-yl]ethynyl}-1-oxo-3H-isoindol-2-yl)butanoate C(N)(=O)[C@H](CCC(=O)OC(C)(C)C)N1C(C2=CC=CC(=C2C1)C#C[C@@H]1CC12CCN(CC2)C(C2=CC(=C(C=C2)[N+](=O)[O-])OC)=O)=O